methyl 2-[1-[4-[(2,6-dioxo-3-piperidyl)amino]-2-fluoro-phenyl]-4-hydroxy-4-piperidyl]acetate O=C1NC(CCC1NC1=CC(=C(C=C1)N1CCC(CC1)(O)CC(=O)OC)F)=O